C(C)C1CCN(CC1)C1=CC=C(C=N1)N 6-(4-ethylpiperidin-1-yl)pyridin-3-amine